CC1=C(C=CC(=C1C)C1=CC=C(C=C1)C=1C(=NNC1)C1=CC=NC=C1)S(=O)(=O)N 2,3-dimethyl-4-[4-[3-(4-pyridyl)-1H-pyrazol-4-yl]phenyl]benzenesulfonamide